(5aR,5bS,7aR,10aS,10bS)-5a,7a-dimethyl-8-(6-methylheptan-2-yl)-5,5a,5b,6,7,7a,8,9,10,10a,10b,11-dodecahydro-4H-cyclopenta[7,8]phenanthro[2,1-d]thiazol-2-amine C[C@@]12CCC=3N=C(SC3C2=CC[C@H]2[C@H]3[C@](CC[C@H]12)(C(CC3)C(C)CCCC(C)C)C)N